C(C)C1=CC=C(C=C1)S(=O)(=O)C=1C=NC2=CC=C(C=C2C1N1C=NC(=C1)C)OC(F)(F)F 3-((4-ethylphenyl)sulfonyl)-4-(4-methyl-1H-imidazol-1-yl)-6-(trifluoromethoxy)quinoline